COCC(C)(C)NC=1C2=C(N=C(N1)NC1=C(C=C(C=C1)S(=O)(=O)C)OC)NC=C2C(F)(F)F N4-(1-methoxy-2-methylpropan-2-yl)-N2-(2-methoxy-4-(methylsulfonyl)phenyl)-5-(trifluoromethyl)-7H-pyrrolo[2,3-d]pyrimidine-2,4-diamine